2-(6-{5-chloro-2-[(oxan-4-yl)amino]pyrimidin-4-yl}-1-oxo-2,3-dihydro-1H-isoindol-2-yl)-N-[(5-chloro-2-methoxyphenyl)methyl]acetamide ClC=1C(=NC(=NC1)NC1CCOCC1)C1=CC=C2CN(C(C2=C1)=O)CC(=O)NCC1=C(C=CC(=C1)Cl)OC